Cl.CC1=C(CCC2=CC(=CC=C12)OCCCCCCCC)CN1CC(C1)C(=O)O 1-{[1-methyl-6-(octyloxy)-3,4-dihydro-2-naphthyl]methyl}-3-azetidinecarboxylic acid hydrochloride